butyl 2-(4-piperidyl)-6,7-dihydro-4H-pyrazolo[4,3-c]pyridine-5-carboxylate N1CCC(CC1)N1N=C2C(CN(CC2)C(=O)OCCCC)=C1